C1(CCCC1)NC(NC=1C=CC(=C(C1)CCC1=NNC(=C1)C1=C(C(=O)N)C=CC(=C1)N1CCN(CC1)C)C)=O (3-(5-(3-cyclopentylureido)-2-methylphenylethyl)-1H-pyrazol-5-yl)-4-(4-methylpiperazin-1-yl)benzamide